[N+](=O)([O-])C1=CN=C2N1C=C(C=C2)N=C(C2=CC=CC=C2)C2=CC=CC=C2 N-(3-nitroimidazo[1,2-a]pyridin-6-yl)-1,1-diphenylmethanimine